6-((5-acetyl-1-(4-chlorophenyl)-7-fluoro-1-((2-hydroxycyclopentyl)oxy)-3-oxoisoindolin-2-yl)methyl)nicotinonitrile C(C)(=O)C=1C=C2C(N(C(C2=C(C1)F)(OC1C(CCC1)O)C1=CC=C(C=C1)Cl)CC1=NC=C(C#N)C=C1)=O